COC1=CC=C(C=C1)C=1C2=C(C(N(N1)CCC1=CC=CC=C1)=O)N=C(S2)C 7-(4-methoxyphenyl)-2-methyl-5-phenethylthiazolo[4,5-d]pyridazin-4(5H)-one